CC1=NC=CC(=C1)C1=NC=C(C=C1C)CC(=O)NC1=NC=C(C=C1)C1=NC=CN=C1 2-(2',3-dimethyl-[2,4'-bipyridyl]-5-yl)-N-(5-(pyrazin-2-yl)pyridin-2-yl)acetamide